FC=1C=C(OC2=C[C@]3(C(CN(C3)C[C@H](O)C=3C=C4CCC(NC4=CC3)=O)=C2)O)C=CC1 6-((R)-2-((3ar,5R,6as)-5-(3-fluorophenoxy)-3a-hydroxycyclopenta[c]pyrrol-2(1H)-yl)-1-hydroxyethyl)-3,4-dihydroquinolin-2(1H)-one